FC=1C=CC2=C(N=C(O2)NC=2OC3=C(N2)C=C(C(=C3)OC)C(=O)NC)C1 2-((5-fluorobenzo[d]oxazol-2-yl)amino)-6-methoxy-N-methylbenzo[d]oxazole-5-carboxamide